3-chloro-6-methoxy-2-methylbenzene-1-sulfonamide ClC=1C(=C(C(=CC1)OC)S(=O)(=O)N)C